N1=CC=C(C=C1)C1=NC2=CN=CC=C2C(=C1)C(CCCC)N [2-(pyridin-4-yl)-1,7-naphthyridin-4-yl]pentan-amine